2,2'-bis(di-tert-butylphosphino)-1,1'-binaphthyl C(C)(C)(C)P(C1=C(C2=CC=CC=C2C=C1)C1=C(C=CC2=CC=CC=C12)P(C(C)(C)C)C(C)(C)C)C(C)(C)C